BrC=1C=C2C(=NC=NN2C1)C1=CC(=C(CNC(OC(C)(C)C)=O)C=C1)OC tert-butyl (4-(6-bromopyrrolo[2,1-f][1,2,4]triazin-4-yl)-2-methoxybenzyl)carbamate